CO\C=C(\C(=O)OC)/OC=1C=C(C=CC1C)C1=NOC(=N1)C(=O)OCC ethyl (Z)-3-(3-((1,3-dimethoxy-3-oxoprop-1-en-2-yl)oxy)-4-methylphenyl)-1,2,4-oxadiazole-5-carboxylate